8-methyl-5,6-dihydro-4H-pyrrolo[3,2,1-ij]quinolin-5-ol CC=1C=C2CC(CN3C2=C(C1)C=C3)O